N-(diethylaminosilyl)-N-ethyl-amine C(C)N(CC)[SiH2]NCC